S1C(=NC2=C1C=CC=C2)C(=O)N benzo[d]thiazole-2-carboxamide